tert-butyl 2-acetylmorpholine-4-carboxylate C(C)(=O)C1CN(CCO1)C(=O)OC(C)(C)C